CNC(=O)C1=CC=C(C=C1)C=1N=C2SC3=C(N2C1)C=CC(=C3)C(=O)N[C@@H]3CN(CC3)C (S)-2-(4-(methylcarbamoyl)phenyl)-N-(1-methyl-pyrrolidin-3-yl)benzo[d]imidazo[2,1-b]thiazole-7-carboxamide